1-(ethoxycarbonyl)piperidine-4-carboxylic acid C(C)OC(=O)N1CCC(CC1)C(=O)O